C(CCC=C)NS(N)(=O)=O N-4-PENTEN-1-YLSULFURIC DIAMIDE